ClC1=NC=C(C(=C1)NC1CCC(CC1)O)C#CC1COCC1 (1s,4s)-4-((2-chloro-5-((tetrahydrofuran-3-yl)ethynyl)pyridin-4-yl)amino)cyclohexan-1-ol